FC=1C=C(C=C(C1)F)C1=NO[C@](C1)(C(=O)N[C@H]1C[C@H](OC1)C(=O)OC)C=C methyl (2S,4S)-4-[[(5S)-3-(3,5-difluorophenyl)-5-vinyl-4H-isoxazole-5-carbonyl]amino]tetrahydrofuran-2-carboxylate